N-(2-(2-isobutoxypyrimidin-4-yl)-1H-pyrrolo[3,2-c]pyridin-6-yl)-1-methyl-1H-pyrazole-4-carboxamide C(C(C)C)OC1=NC=CC(=N1)C1=CC=2C=NC(=CC2N1)NC(=O)C=1C=NN(C1)C